3-[2-({[(3-chloro-2-pyridyl)cyclobutyl]methyl}amino)pyrimidin-5-yl]benzamide ClC=1C(=NC=CC1)C1(CCC1)CNC1=NC=C(C=N1)C=1C=C(C(=O)N)C=CC1